C(#N)C=1C=NN2C1C(=CC(=C2)C=2C=NN(C2C)C2CCN(CC2)C(=O)OC(C)(C)C)O[C@H](C)C2CCC2 tert-Butyl 4-(4-[3-cyano-4-[(1R)-1-cyclobutylethoxy] pyrazolo[1,5-a]pyridin-6-yl]-5-methylpyrazol-1-yl)piperidine-1-carboxylate